4-(5-((2-chlorophenyl)amino)-1H-pyrazolo[4,3-b]pyridin-1-yl)-N-(1-methyl-1H-imidazol-4-yl)thiophene-2-carboxamide ClC1=C(C=CC=C1)NC1=CC=C2C(=N1)C=NN2C=2C=C(SC2)C(=O)NC=2N=CN(C2)C